5-amino-pyrazole-4-carboxylic acid ethyl ester C(C)OC(=O)C=1C=NNC1N